N-(4-chlorobenzyl)-4-methoxyaniline ClC1=CC=C(CNC2=CC=C(C=C2)OC)C=C1